N-((3-nitro-4-(((2,3,5-trihydroxytetrahydro-2H-pyran-4-yl)methyl)amino)phenyl)sulfonyl)benzamide [N+](=O)([O-])C=1C=C(C=CC1NCC1C(C(OCC1O)O)O)S(=O)(=O)NC(C1=CC=CC=C1)=O